O1C(=CC=C1)CC1=CNC2=CC=CC=C12 3-(furan-2-ylmethyl)indole